NC=1SC=C(N1)C=1N=NN(C1)[C@@H]1[C@H]([C@@H](SC=2C(=NC=C(C2)C#C)C#N)O[C@@H]([C@@H]1O)CO)O 2-Cyano-5-ethynylpyridin-3-yl 3-[4-(2-aminothiazol-4-yl)-1H-1,2,3-triazol-1-yl]-3-deoxy-1-thio-α-D-galactopyranoside